ClC=1C(=C(C=CC1)C(N1C(CC(CC1)(C(=O)OC)CC1=NC(=CC=C1F)NC=1SC=CN1)C)([2H])[2H])F methyl 1-((3-chloro-2-fluorophenyl) methyl-d2)-4-((3-fluoro-6-(thiazol-2-ylamino) pyridin-2-yl) methyl)-2-methylpiperidine-4-carboxylate